ClC1=NSC(=N1)N[C@H]1[C@H]([C@H]([C@H](OC1)CO)O)O (2R,3R,4R,5R)-5-((3-chloro-1,2,4-thiadiazol-5-yl)amino)-2-(hydroxymethyl)tetrahydro-2H-pyran-3,4-diol